NC/C(/C=C/C1=CC=C(C(=O)NC(C)(C)C)C=C1)=C\F 4-[(1E,3Z)-3-(aminomethyl)-4-fluoro-but-1,3-dienyl]-N-tert-butyl-benzoylAmine